C(CCCC)C1=CC2=C(C3=CC=CC=C3C(=C2C=C1)OC(CC(=O)OCC)C)OC(CC(=O)OCC)C 2-pentyl-9,10-bis(ethoxycarbonylpropyleneoxy)anthracene